FC1=C(COC2=NN(C=C2)C2=CC(=NC(=N2)OCCC=2C=NN(C2)C)N2CCOCC2)C=CC=C1 4-(6-(3-((2-fluorobenzyl)oxy)-1H-pyrazol-1-yl)-2-(2-(1-methyl-1H-pyrazol-4-yl)ethoxy)pyrimidin-4-yl)morpholine